O=C1NC2=NC=CC=C2C(=C1)C(=O)O 2-oxo-1,2-dihydro-1,8-naphthyridine-4-carboxylic acid